FC1(CCC(CC1)N(C(=O)[C@H]1N(CCC1)S(=O)(=NC)C1=CC(=C(C=C1)C)F)CC1=CC2=C(CCO2)C=C1)F (2S)-N-(4,4-difluorocyclohexyl)-N-((2,3-dihydrobenzofuran-6-yl)methyl)-1-(3-fluoro-N,4-dimethylphenylsulfonimidoyl)pyrrolidine-2-carboxamide